NC[C@@H](CN[C@@H](CNCCO)[C@H](C)O)NC[C@@H](NC[C@@H](N(C[C@@H](CCC1CC2(C1)CCC2)C)C)CCC)C2CCCCCC2 (6S,9S,12S,15S,18R,19R)-9-(aminomethyl)-12-cycloheptyl-6-((S)-1-hydroxyethyl)-16,18-dimethyl-15-propyl-19-(spiro[3.3]heptan-2-ylmethyl)-1-oxa-4,7,10,13,16-penta-azanonadecan